N-(4-iodopyridin-2-yl)methanesulfonamide ethyl-1-(2-(cyanomethyl)benzyl)-1H-pyrazole-4-carboxylate C(C)OC(=O)C=1C=NN(C1)CC1=C(C=CC=C1)CC#N.IC1=CC(=NC=C1)NS(=O)(=O)C